FC(C(C(C(C(C(C(C(F)(F)F)(F)F)(F)F)(F)F)(F)F)(F)F)(F)F)(S(=O)(=O)O)F perfluorooctane-sulfonic acid